O1N=CC2=C1C(CCC2)=O 5,6-dihydro-4H-benzo[d]isoxazol-7-one